OC=1C(COC1C)=O 4-hydroxy-5-methyl-3-furanone